N-((6-(2-fluorophenoxy)pyridin-3-yl)methyl)-1-methyl-2-oxo-2,3-dihydro-1H-benzimidazole-5-carboxamide FC1=C(OC2=CC=C(C=N2)CNC(=O)C2=CC3=C(N(C(N3)=O)C)C=C2)C=CC=C1